C(=CC1=CC=CC=C1)C1=CC=CC=C1C=CC(=O)O styrenecinnamic acid